ClC=1C=C(C=CC1F)[C@@H](NC(=O)N1[C@@H](C(NCC1)=O)C)C=1C=CC=2N(C1)C=C(N2)C(F)(F)F |o1:8| (2R)-N-((R or S)-(3-chloro-4-fluoro-phenyl)(2-(trifluoro-methyl)imidazo[1,2-a]pyridin-6-yl)-methyl)-2-methyl-3-oxopiperazine-1-carboxamide